CC1=C(C=C(C=C1)C(NC1=CC(=CC=C1)C(F)(F)F)=O)C1CN(CC1)C(=O)OC(C)(C)C tert-butyl 3-(2-methyl-5-((3-(trifluoromethyl)phenyl)carbamoyl)phenyl)pyrrolidine-1-carboxylate